C(#N)C1(CCN(CC1)C(=O)OC(C)(C)C)CO tert-Butyl 4-cyano-4-(hydroxymethyl)piperidine-1-carboxylate